7-(6-(((tert-butyldiphenylsilyl)oxy)methyl)tetrahydro-2H-pyran-3-yl)pyrrolo[2,1-f][1,2,4]Triazin-4-amine [Si](C1=CC=CC=C1)(C1=CC=CC=C1)(C(C)(C)C)OCC1CCC(CO1)C1=CC=C2C(=NC=NN21)N